NC=1C2=C(N=CN1)N(C(=C2)C)C21C(C(CC1C2)O)O (4-amino-6-methyl-7H-pyrrolo[2,3-d]pyrimidin-7-yl)bicyclo[3.1.0]hexane-2,3-diol